tert-butyl 5-[6-benzamido-2-(2-carbamoylallyl)-1-oxo-isoindolin-4-yl]-3-methyl-indazole-1-carboxylate C(C1=CC=CC=C1)(=O)NC1=CC(=C2CN(C(C2=C1)=O)CC(=C)C(N)=O)C=1C=C2C(=NN(C2=CC1)C(=O)OC(C)(C)C)C